ClC=1C=C(C=CC1OC(\C=C\C1=CC=NC=C1)=O)C1NC(NC(=C1C(=O)OCC)C)=S (E)-ethyl 4-(3-chloro-4-(3-(pyridin-4-yl)acryloyloxy)phenyl)-6-methyl-2-thioxo-1,2,3,4-tetrahydropyrimidine-5-carboxylate